C(C)C1=CCC(C=C1)(C)C 2-ethyl-5,5-dimethyl-1,3-cyclohexadiene